6'-chloro-1'-(1-propyl-1H-pyrazol-4-yl)-5-(2H-tetrazol-5-yl)-1,3-dihydro-spiro[indene-2,3'-indolin]-2'-one ClC1=CC=C2C3(C(N(C2=C1)C=1C=NN(C1)CCC)=O)CC1=CC=C(C=C1C3)C=3N=NNN3